1-Ethyl-3-(5-(2-methoxy-3-((4-oxo-3,4-dihydrophthalazin-1-yl)methyl)phenyl)-1H-benzoimidazol-2-yl)urea C(C)NC(=O)NC1=NC2=C(N1)C=CC(=C2)C2=C(C(=CC=C2)CC2=NNC(C1=CC=CC=C21)=O)OC